silicon tetraacetate (triacetoxysilylacetate) C(C)(=O)O[Si](OC(C)=O)(OC(C)=O)CC(=O)[O-].C(C)(=O)[O-].C(C)(=O)O.C(C)(=O)[O-].C(C)(=O)[O-].[Si+4]